FC(C(=O)O)(F)F.C1N(CCC12CNCC2)C2=C(C=CC=C2)/C=C/C(=O)NO (E)-3-(2-(2,7-diazaspiro[4.4]nonan-2-yl)phenyl)-N-hydroxyacrylamide 2,2,2-trifluoroacetate